cumyl tert.butyl peroxide C(C)(C)(C)OOC(C)(C)C1=CC=CC=C1